5-(1-cyanocyclopropyl)-3-ethylsulfanyl-N-methyl-pyridine-2-carboxamide C(#N)C1(CC1)C=1C=C(C(=NC1)C(=O)NC)SCC